C(C1=CC=CC=C1)C=1C(=NC=C(N1)C1=CC(=CC(=C1)O)F)N\C(\C(=O)OC(C)(C)C)=C/C=1OC=CC1 Tert-butyl (Z)-2-((3-benzyl-5-(3-fluoro-5-hydroxyphenyl)pyrazin-2-yl)amino)-3-(furan-2-yl)acrylate